ClC1=CC(=C(C=C1OCC(OC1=CC=CC=C1)=O)N1C(C(CC1=O)C)=O)F (4-chloro-2-fluoro-5-(2-oxo-2-phenoxyethoxy)phenyl)-3-methylpyrrolidine-2,5-dione